N,N-diisopropylethylamine hydrofluoric acid salt F.C(C)(C)N(C(C)C)CC